trans-N-[8-chloro-6-(1-methyl-4-oxo-2-pyridinyl)-3-isoquinolinyl]-2-cyano-cyclopropanecarboxamide ClC=1C=C(C=C2C=C(N=CC12)NC(=O)[C@H]1[C@@H](C1)C#N)C=1N(C=CC(C1)=O)C